[Si](C)(C)(C(C)(C)C)O[C@H]1[C@@H](O[C@@H]([C@H]1O[Si](C)(C)C(C)(C)C)CSCC=1C(=NOC1C1=CC=C(C=C1)[N+](=O)[O-])C)N1C=CC2=C1N=CN=C2N 7-((2R,3R,4R,5S)-3,4-bis((tert-Butyldimethylsilyl)oxy)-5-((((3-methyl-5-(4-nitrophenyl)isoxazol-4-yl)methyl)thio)methyl)tetrahydrofuran-2-yl)-7H-pyrrolo[2,3-d]pyrimidin-4-amine